N-((S)-(4,4-Difluorocyclohexyl)(5-((R)-1-(4,4,4-trifluorobutanamido)ethyl)-1H-benzo[d]imidazol-2-yl)methyl)-3-isopropylthiophene-2-carboxamide FC1(CCC(CC1)[C@H](NC(=O)C=1SC=CC1C(C)C)C1=NC2=C(N1)C=CC(=C2)[C@@H](C)NC(CCC(F)(F)F)=O)F